4-chloro-5-ethyl-N1-(2-(neopentyloxy)ethyl)benzene-1,2-diamine ClC=1C=C(C(=CC1CC)NCCOCC(C)(C)C)N